ClC1=C(C=CC=C1C=1C(=NNC1)F)C(=O)N1C[C@H](NCC1)CO (S)-(2-chloro-3-(3-fluoro-1H-pyrazol-4-yl)phenyl)(3-(hydroxymethyl)piperazin-1-yl)methanone